3-[5-methyl-4-(1-methyl-1H-pyrazol-5-yl)-7-(3-methyl-1H-pyrazol-5-yl)imidazo[1,5-b]pyridazin-2-yl]-8-oxa-3-azabicyclo[3.2.1]octane CC=1N=C(N2N=C(C=C(C21)C2=CC=NN2C)N2CC1CCC(C2)O1)C1=CC(=NN1)C